FC=1C=NN(C1)C1=CC=C(C=N1)C(=O)N1CCN(CC1)C1=NC(=CC(=N1)C)NC1=NNC(=C1)C (6-(4-fluoro-1H-pyrazol-1-yl)pyridin-3-yl)(4-(4-methyl-6-((5-methyl-1H-pyrazol-3-yl)amino)pyrimidin-2-yl)piperazin-1-yl)methanone